3-phenoxypropanoic acid O(C1=CC=CC=C1)CCC(=O)O